4-[5-(trifluoromethyl)-1,2,4-oxadiazole-3-yl]benzoic acid FC(C1=NC(=NO1)C1=CC=C(C(=O)O)C=C1)(F)F